tert-butyl (R)-3-((6-fluoroisoquinolin-1-yl)amino)piperidine-1-carboxylate FC=1C=C2C=CN=C(C2=CC1)N[C@H]1CN(CCC1)C(=O)OC(C)(C)C